S(=O)(=O)(C1=CC=C(C)C=C1)ON=C1CC2(CN(C3=NC=C(C(=C32)Cl)Br)CC3=CC=C(C=C3)OC)CC1 5'-bromo-4'-chloro-1'-(4-methoxybenzyl)-1',2'-dihydrospiro[cyclopentane-1,3'-pyrrolo[2,3-b]pyridin]-3-one O-tosyl oxime